7-((1S,2S)-2-(6-(2,4-dimethoxypyrimidin-5-yl)imidazo[1,2-b]pyridazin-8-yl)cyclopropyl)-5-(2,2,2-trifluoroethoxy)quinoline COC1=NC=C(C(=N1)OC)C=1C=C(C=2N(N1)C=CN2)[C@@H]2[C@H](C2)C2=CC(=C1C=CC=NC1=C2)OCC(F)(F)F